COC(CC(C)N1C=CC2=CC=C(C=C12)C1=NC(=NC=C1F)Cl)=O 3-(6-(2-chloro-5-fluoropyrimidin-4-yl)-1H-indol-1-yl)butyric acid methyl ester